C(CCCCCCCCCCC)C(C(=O)[O-])S(=O)(=O)O.[Na+] Natrium laurylsulfoacetate